O=C1NC(CCC1N1C(C2=CC=CC(=C2C1)NC1CCC(CC1)N(C(OC(C)(C)C)=O)C)=O)=O tert-butyl ((1r,4r)-4-((2-(2,6-dioxopiperidin-3-yl)-1-oxoisoindolin-4-yl)amino)cyclohexyl)(methyl)carbamate